C1(C(CCC1)C(=O)Cl)(C(=O)Cl)C(=O)Cl cyclopentanetricarboxylic acid chloride